(3S)-1-[(2R)-2-[4-(2-chloro-4-fluoro-phenyl)-2-oxo-chromen-7-yl]oxypropionyl]piperidine-3-carboxylic acid isopropoxycarbonyloxymethyl ester C(C)(C)OC(=O)OCOC(=O)[C@@H]1CN(CCC1)C([C@@H](C)OC1=CC=C2C(=CC(OC2=C1)=O)C1=C(C=C(C=C1)F)Cl)=O